C(CCCCCCCCCCCCCCCCC)(=O)O.C(CCCCCCCCCCCCCCCCC)(=O)N stearamide (stearate)